C12CN(CC(CC1)N2)C2=NC(=NC1=C(C(=C(C=C21)Cl)C=2C=CC=C1C=CC(=NC21)N)F)OC[C@]21CCCN1C[C@@H](C2)F 8-(4-(3,8-diazabicyclo-[3.2.1]octan-3-yl)-6-chloro-8-fluoro-2-(((2R,7aS)-2-fluorotetrahydro-1H-pyrrolizin-7a(5H)-yl)methoxy)-quinazolin-7-yl)quinolin-2-amine